3,5-di-4-pyridinyl-4H-1,2,4-triazol-4-amine N1=CC=C(C=C1)C1=NN=C(N1N)C1=CC=NC=C1